CC=1N=NN2C1C(N(C1=C2C=CN=C1N)C)C 3,4,5-trimethyl-4,5-dihydropyrido[3,4-e][1,2,3]triazolo[1,5-a]pyrazin-6-amine